methyl (S)-2,4-dimethyl-6-(pyrrolidin-3-ylamino)nicotinate hydrochloride Cl.CC1=C(C(=O)OC)C(=CC(=N1)N[C@@H]1CNCC1)C